C(C)OC(=O)[C@@H]1[N@@]([C@H]1C1COC1)C(C1=CC=CC=C1)C1=CC=CC=C1.C(C1=CC=CC=C1)(C1=CC=CC=C1)N1[C@@H]([C@H]1C1COC1)C(=O)OCC |&1:6| ethyl (2S,3R)-1-benzhydryl-3-(oxetan-3-yl)aziridine-2-carboxylate Racemic-ethyl-trans-1-benzhydryl-3-(oxetan-3-yl)aziridine-2-carboxylate